C1(CC1)N1CCC(CC1)N(C(C1=C(C=C(C=C1)C1=NC(=CN=C1)C=1SC=C(C1)NC(CCCC)=O)OC)=O)C N-(1-cyclopropylpiperidin-4-yl)-2-methoxy-N-methyl-4-(6-(4-pentanamidothiophen-2-yl)pyrazin-2-yl)benzamide